COC([C@@H](NC(=O)OC(C)(C)C)CO)=O N-t-Butoxycarbonyl-L-serine methyl ester